OC(C=O)=CCCCCCCCCCCC Hydroxytetradecenal